1-dimethylaminonaphthalene-5-sulfonyl chloride CN(C1=CC=CC=2C(=CC=CC12)S(=O)(=O)Cl)C